COC=1C=C(C=C(C1OC)OC)N1C=NC(=C1)NC=1N=C(C2=C(N1)SC=C2)N2[C@@H](CCC2)C(=O)N (S)-1-(2-((1-(3,4,5-trimethoxyphenyl)-1H-imidazol-4-yl)amino)thieno[2,3-d]pyrimidin-4-yl)pyrrolidine-2-carboxamide